ClC1=CC(=C(C=C1)C=1C(=NC(=NC1N1N=C(C=C1C)C)N)N)F (4-Chloro-2-fluorophenyl)-6-(3,5-dimethyl-1H-pyrazol-1-yl)pyrimidine-2,4-diamine